Phenylacetic acid butyl ester C(CCC)OC(CC1=CC=CC=C1)=O